(1-phenyl-1H-pyrazole-3,4-diyl)bis(phenyl-methanone) C1(=CC=CC=C1)N1N=C(C(=C1)C(=O)C1=CC=CC=C1)C(=O)C1=CC=CC=C1